CC=1N=C(C2=C(N1)OC=C2C(=O)NC2(COC2)C)NC2(CC2)C methyl-4-[(1-methylcyclopropyl)amino]-N-(3-methyloxetan-3-yl)furo[2,3-d]pyrimidine-5-carboxamide